N-(1-(3-(((5-((((3R,4R)-3-hydroxypiperidin-4-yl)methyl)amino)-3-isopropylpyrazolo[1,5-a]pyrimidin-7-yl)amino)methyl)phenyl)-1H-Pyrazol-4-yl)acrylamide O[C@H]1CNCC[C@@H]1CNC1=NC=2N(C(=C1)NCC=1C=C(C=CC1)N1N=CC(=C1)NC(C=C)=O)N=CC2C(C)C